2-(2-(1-(Cyclopropylsulfonyl)-1H-pyrazol-4-yl)pyrimidin-4-yl)-5-(1-(difluoromethyl)-1H-pyrazol-3-yl)-N4-(4-((dimethylamino)methyl)-4-methylcyclohexyl)pyridine-2,4-diamine C1(CC1)S(=O)(=O)N1N=CC(=C1)C1=NC=CC(=N1)C1(NC=C(C(=C1)NC1CCC(CC1)(C)CN(C)C)C1=NN(C=C1)C(F)F)N